1-(11Z,14Z-eicosadienoyl)-2-(4Z,7Z,10Z,13Z,16Z,19Z-docosahexaenoyl)-glycero-3-phosphoserine CCCCC/C=C\C/C=C\CCCCCCCCCC(=O)OC[C@H](COP(=O)(O)OC[C@@H](C(=O)O)N)OC(=O)CC/C=C\C/C=C\C/C=C\C/C=C\C/C=C\C/C=C\CC